C(C1=CC=CC=C1)NC[14C](=O)O 2-benzylaminoacetic acid-1-14C